bicyclo[1.1.1]pentane-1,3-dicarboxylic acid (4-aminomethyl-phenyl)-amide [4-(1,2,3,6-tetrahydro-pyridin-4-yl)-phenyl]-amide N1CCC(=CC1)C1=CC=C(C=C1)NC(=O)C12CC(C1)(C2)C(=O)NC2=CC=C(C=C2)CN